methyl (4-(4-((tert-butoxycarbonyl)amino)phenyl)thiazole-2-carbonyl)-L-serinate C(C)(C)(C)OC(=O)NC1=CC=C(C=C1)C=1N=C(SC1)C(=O)N[C@@H](CO)C(=O)OC